FC(C(=O)O)(F)F.N1=CC(=C2N1C=CC=N2)C(=O)N pyrazolo[1,5-a]pyrimidine-3-carboxamide trifluoroacetate